CS(=O)(=O)C[C@@H]1[C@H](N(C1)C=1C=CC(=C2C=C(N=CC12)NC1=NC(=NC=C1)N1CCC(CC1)OC)C1CN(C1)C(C=C)=O)C 1-(3-{8-[(2R,3S)-3-(methanesulfonylmethyl)-2-methylazetidin-1-yl]-3-{[2-(4-methoxypiperidin-1-yl)pyrimidin-4-yl]amino}isoquinolin-5-yl}azetidin-1-yl)prop-2-en-1-one